1-(2-(3,4-dichlorophenyl)-2-((3-methoxybenzyl)oxy)ethyl)-1H-imidazole ClC=1C=C(C=CC1Cl)C(CN1C=NC=C1)OCC1=CC(=CC=C1)OC